(+/-)-3-(hydroxymethyl)-N5-((1S,2S)-2-(methoxymethyl)cyclopropyl)-N7-methyl-3-phenyl-2,3-dihydrobenzofuran-5,7-dicarboxamide OC[C@@]1(COC2=C1C=C(C=C2C(=O)NC)C(=O)N[C@@H]2[C@H](C2)COC)C2=CC=CC=C2 |&1:2|